2-(4,6-diphenyl-1,3,5-triazin-2-yl)-5-[(2-ethylhexyl)oxy]phenol C1(=CC=CC=C1)C1=NC(=NC(=N1)C1=CC=CC=C1)C1=C(C=C(C=C1)OCC(CCCC)CC)O